(S)-N-((2,2'-bis(trifluoromethyl)-[4,5'-bipyrimidin]-6-yl)methyl)-2-((4-fluorophenyl)sulfonyl)-2-azabicyclo[2.1.1]hexane-3-carboxamide FC(C1=NC(=CC(=N1)C=1C=NC(=NC1)C(F)(F)F)CNC(=O)[C@H]1N(C2CC1C2)S(=O)(=O)C2=CC=C(C=C2)F)(F)F